1,2-diisopropyl-3-[bis(dimethylamino)methylene]guanidinium 2-(3-benzoylphenyl)propionate salt C(C1=CC=CC=C1)(=O)C=1C=C(C=CC1)C(C(=O)[O-])C.C(C)(C)NC(=[NH+]C(C)C)N=C(N(C)C)N(C)C